1,3-bis(3-oxocyclobut-1-en-1-yl)urea O=C1C=C(C1)NC(=O)NC1=CC(C1)=O